ClC1=C(C=NN=C2NC(CC(N2)=O)C2=CC=C(C=C2)OC)C=CC=C1 2-((2-chlorobenzylidene)hydrazineylidene)-6-(4-methoxyphenyl)tetrahydropyrimidin-4(1H)-one